[Br-].C1(=CC=CC=C1)N1N=C(N=N1)C1=CC=CC=C1 2,5-diphenyl-2H-tetrazole Bromide